(R)-7-(5-chloro-2-((5-Methylisoxazole-3-yl)amino)pyridine-4-yl)-2-(5-fluoro-2-(hydroxymethyl)benzyl)-3-(methoxymethyl)-3,4-dihydropyrrolo[1,2-a]pyrazine-1(2H)-one ClC=1C(=CC(=NC1)NC1=NOC(=C1)C)C=1C=C2N(C[C@@H](N(C2=O)CC2=C(C=CC(=C2)F)CO)COC)C1